Pentafluorophenyl 3-[bis(4-methoxyphenyl)phenylmethoxy]propyl butanedioate C(CCC(=O)OCCCOC(C1=CC=CC=C1)(C1=CC=C(C=C1)OC)C1=CC=C(C=C1)OC)(=O)OC1=C(C(=C(C(=C1F)F)F)F)F